NC=1C(=C(C(=O)OC)C(=CC1)C)F methyl 3-amino-2-fluoro-6-methylbenzoate